1-(2,4,5-trifluorobenzyl)hydrazine-1-carbothioamide FC1=C(CN(N)C(N)=S)C=C(C(=C1)F)F